1'-(5-(benzamidomethyl)pyrazolo[1,5-a]pyridine-3-carbonyl)-[1,4'-bipiperidine]-4'-carboxamide C(C1=CC=CC=C1)(=O)NCC1=CC=2N(C=C1)N=CC2C(=O)N2CCC(CC2)(N2CCCCC2)C(=O)N